aminosulfomethionine NN([C@@H](CCSC)C(=O)O)S(=O)(=O)O